3'-(2-Hydroxy-1,2-oxaborolan-4-yl)-4-methoxy-3-propoxy-[1,1'-biphenyl]-2-carbonitril OB1OCC(C1)C=1C=C(C=CC1)C=1C(=C(C(=CC1)OC)OCCC)C#N